tert-butyl (4-amino-2-fluoro-3-methylphenyl)carbamate NC1=C(C(=C(C=C1)NC(OC(C)(C)C)=O)F)C